α-D-altropyranose O[C@@H]1[C@@H](O)[C@H](O)[C@H](O)[C@H](O1)CO